C(#C)C1(CCOCC1)OC1=CC2=CC=CC=C2C=C1 4-ethynyl-4-(naphthalen-2-yloxy)tetrahydro-2H-pyran